CN1N=NC=2N(C1=O)C=NC2C(=O)OCCCCCCCCCCCCCCCC n-hexadecyl methyl-4-oxo-3,4-dihydroimidazo[5,1-d][1,2,3,5]tetrazine-8-carboxylate